BrC=1C=C(CC2(CCC(CC2)NS(=O)(=O)C)C(=O)OC)C=CC1 methyl (1r,4r)-1-(3-bromobenzyl)-4-(methylsulfonamido)cyclohexane-1-carboxylate